1,1,1-tris(hydroxymethyl)-propane OCC(CC)(CO)CO